2-chloro-5-fluoro-6-(2-fluoro-6-hydroxyphenyl)nicotinonitrile ClC1=C(C#N)C=C(C(=N1)C1=C(C=CC=C1O)F)F